CCNCCNCC(C)O N-(2-ethyl)-(2-hydroxypropyl)ethylenediamine